3-methyl-2-buten-1-yl-tin tri(methoxide) C[O-].C[O-].C[O-].CC(=CC[Sn+3])C